ClC(C(=O)NC(=O)NC1=C(C=NC=C1)C(=O)[O-])(Cl)Cl 4-[(2,2,2-trichloroacetyl) carbamoylamino]pyridine-3-carboxylate